2,2-dimethyl-1-oxa-2-silacyclopentane-5-one C[Si]1(OC(CC1)=O)C